triethyl-2-butylpropene (triethyl-2-phosphonobutyrate) C(C)C(CC(C(=O)O)P(=O)(O)O)(CC)CC.C(C)C(C(=C)CCCC)(CC)CC